BrC1=C(C=C(C=C1)[N+](=O)[O-])OCC(OCC)OCC 1-bromo-2-(2,2-diethoxyethoxy)-4-nitro-benzene